3-(3-(4-(4-((3R,5R)-5-((5-bromo-1-methyl-6-oxo-1,6-dihydropyridazin-4-yl)amino)-1-methylpiperidin-3-yl)benzyl)piperazin-1-yl)phenoxy)piperidine-2,6-dione BrC1=C(C=NN(C1=O)C)N[C@@H]1C[C@@H](CN(C1)C)C1=CC=C(CN2CCN(CC2)C=2C=C(OC3C(NC(CC3)=O)=O)C=CC2)C=C1